FC1(CC(C1)C1=CC=C(C=C1)C1CN(C1)C(=O)OC(C)(C)C)F tert-Butyl 3-[4-(3,3-difluorocyclobutyl)phenyl]azetidine-1-carboxylate